OC[C@H]1CNCCO1 2-(R)-hydroxymethyl-morpholine